CN1N=C(C2=CC=C(C=C12)N1CCNCC1)N1C(NC(CC1)=O)=O [1-methyl-6-(piperazin-1-yl)indazol-3-yl]-1,3-diazinane-2,4-dione